[S].CCCCCCCCCCCCCCC pentadecane sulfur